C(C)(C)(C)OC(=O)N(C1CCN(CC1)C=1C=2N(C(=CC1)C(=O)OC)N=C(C2)OC)C2CC2 methyl 4-[4-[tert-butoxycarbonyl-(cyclopropyl)amino]-1-piperidyl]-2-methoxy-pyrazolo-[1,5-a]pyridine-7-carboxylate